CC1=C(C=CC=C1)[Te][Te]C1=C(C=CC=C1)C bis(o-methylphenyl) ditelluride